methyl 5-bromo-2-(morpholinomethyl)benzoate BrC=1C=CC(=C(C(=O)OC)C1)CN1CCOCC1